ClC1=C(C(=C(C=C1OC)OC)Cl)C1=CC2=C(N=C(N=C2)N[C@@H]2COC[C@@H]2N)C=N1 (+)-(3S,4R)-N3-(6-(2,6-dichloro-3,5-dimethoxyphenyl)pyrido[3,4-d]pyrimidin-2-yl)tetrahydrofuran-3,4-diamine